C(C)(C)(C)OC(=O)N1CCN(CC1)C=1N=CC2=C(N1)CCSC2 4-(7,8-dihydro-5H-thiopyrano[4,3-d]pyrimidin-2-yl)piperazine-1-carboxylic acid tert-butyl ester